ClC1=CC(=NC=N1)N1CCOCC1 4-(6-Chloropyrimidin-4-yl)morpholine